O1CC(C1)N1CCC(CC1)OC=1C=CC2=C(N=CN2)C1 6-[[1-(oxetan-3-yl)-4-piperidinyl]oxy]benzimidazole